(4R,5S)-5-((R)-5H-Imidazo[5,1-a]isoindol-5-yl)-4,5,6,7-tetrahydrobenzo[c][1,2,5]oxadiazol-4-ol C=1N=CN2C1C1=CC=CC=C1[C@H]2[C@H]2[C@H](C=1C(=NON1)CC2)O